1,4-bis(4-methylanilino)anthracene-9,10-dione CC1=CC=C(NC2=CC=C(C=3C(C4=CC=CC=C4C(C23)=O)=O)NC2=CC=C(C=C2)C)C=C1